6-hydroxy-3,8-dimethyl-2-naphthoic acid OC=1C=C2C=C(C(=CC2=C(C1)C)C(=O)O)C